OC1C=CC(=C(C1(N=NC1=CC=C(C2=CC=CC=C12)S(=O)(=O)[O-])N=NC1=CC=C(C2=CC=CC=C12)S(=O)(=O)[O-])O)CO.[Na+].[Na+].C(C)C=1C=C2C=C(C=NC2=CC1)NC1=NC(=NC=C1)NC1=CC(=C(C=C1)OCCCN1CCOCC1)OC 4-(6-ethyl-3-quinolylamino)-2-[3-methoxy-4-(3-morpholinopropoxy)phenylamino]pyrimidine Disodium 4,4'-(2,4-dihydroxy-5-hydroxymethyl-3,3-phenylenebisazo)di(naphthalene-1-sulfonate)